C(C)(=O)C=1C=C(C=CC1)[C@]1([C@](OC(C1)=O)(C#N)C=1C=C(C=CC1)C)C (2S,3S)-3-(3-acetylphenyl)-3-methyl-5-oxo-2-(m-tolyl)tetrahydrofuran-2-carbonitrile